ClC1=C(C=C(C=C1)C(CNC1CCC(CC1)(C)O)C1=CC=CC=C1)C=1C(=CC=C(C1F)OCCOC)C(=O)N 2'-chloro-6-fluoro-5'-(2-(((1r,4r)-4-hydroxy-4-methylcyclohexyl)amino)-1-phenylethyl)-5-(2-methoxyethoxy)-[1,1'-biphenyl]-2-carboxamide